NCCCC[C@@H](C(=O)OC(C)(C)C)NC(=O)N[C@@H](CCC(=O)OC(C)(C)C)C(=O)OC(C)(C)C di-tert-butyl (((S)-6-amino-1-(tert-butoxy)-1-oxohex-2-yl) carbamoyl)-L-glutamate